ClC=1C=2N(C=C(C1)C=1N=C3N(C(C1)=O)C=C(C=C3)N3C[C@@H](N(CC3)CC)C)C=C(N2)C 2-(8-chloro-2-methylimidazo[1,2-a]pyridin-6-yl)-7-[(3S)-4-ethyl-3-methylpiperazin-1-yl]-4H-pyrido[1,2-a]pyrimidin-4-one